4-((2-(2-carboxyethyl)-7,8-dihydro-4H-pyrazolo[1,5-a][1,4]diazepin-5(6H)-yl)methyl)-1H-pyrazole-3-carboxylic acid C(=O)(O)CCC1=NN2C(CN(CCC2)CC=2C(=NNC2)C(=O)O)=C1